[Na+].C(C=CCCCCCCCCCCCCC)(=O)[O-] Hexadecenoic acid, sodium salt